FC=1C(=NC=CC1)C1(CCC1)CNC1=NC=C(C=N1)C(=O)NCCNC(C)=O N-(2-{[2-({[(3-fluoro-2-pyridyl)cyclobutyl]methyl}amino)pyrimidin-5-yl]carbonylamino}ethyl)acetamide